C(C)(=O)OCC=CC=CCC 2,4-heptadienyl acetate